ClC=1C(=NC(=NC1)NC1CCC(CC1)NC(C)=O)C=1C=NN(C1)C1CC1 N-((1s,4s)-4-((5-chloro-4-(1-cyclopropyl-1H-pyrazole-4-yl)pyrimidin-2-yl)amino)cyclohexyl)acetamide